(M)-3-chloro-4-((6-fluoropyridin-2-yl)methoxy)-6''-(2-hydroxypropan-2-yl)-5',6-dimethyl-2H-[1,4':2',2''-terpyridin]-2-one ClC=1C(N(C(=CC1OCC1=NC(=CC=C1)F)C)C1=CC(=NC=C1C)C1=NC(=CC=C1)C(C)(C)O)=O